ClC=1C(=NC=2CN(CCC2C1)CC1=NC2=C(N1C[C@H]1OCC1)C(=C(C=C2)C(=O)OC)F)OCC2=C(C=C(C=C2F)C#N)F methyl 2-({3-chloro-2-[(4-cyano-2,6-difluorophenyl)methoxy]-5,6,7,8-tetrahydro-1,7-naphthyridin-7-yl}methyl)-7-fluoro-1-{[(2S)-oxetan-2-yl]methyl}-1H-1,3-benzodiazole-6-carboxylate